C(C1=CC=CC=C1)C1=NN(C=2C=CC=C(C12)C1=C(C=C2C=NN(C2=C1)C)F)CC(=O)NCC(=O)NCC(=O)O 2-[2-(2-{3-benzyl-5'-fluoro-1'-methyl-1H,1'H-[4,6'-biindazol]-1-yl}acetamido)acetamido]acetic acid